CC1OC(CN(C1)C=1C=CC(=NC1)C=1C=NC(=CC1NC=1C=2N(C=C(N1)S(=O)(=O)C)C=CN2)NC(C)=O)C N-(5-(2,6-dimethylmorpholino)-4'-((6-(methylsulfonyl)imidazo[1,2-a]pyrazin-8-yl)amino)-[2,3'-bipyridin]-6'-yl)acetamide